FC1C(C=2C(=CN(C2CC1F)C=1C=NC=C(C1)F)C(F)(F)F)O 5,6-difluoro-1-(5-fluoropyridin-3-yl)-3-(trifluoromethyl)-4,5,6,7-tetrahydro-1H-indol-4-ol